3-(3-(1-methyl-1H-pyrazol-4-yl)pyrazolo[1,5-a]pyridin-5-yl)-N-(2-(4-methylpiperazin-1-yl)pyridin-4-yl)-1H-pyrrolo[2,3-b]pyridin-5-amine CN1N=CC(=C1)C=1C=NN2C1C=C(C=C2)C2=CNC1=NC=C(C=C12)NC1=CC(=NC=C1)N1CCN(CC1)C